BIS(2-HYDROXYETHYL)LAURAMIDE CCCCCCCCCCCC(=O)N(CCO)CCO